C(C)(C)(C)C1=CC=C(C=C1)CC#N 4-tert-butylphenyl-acetonitrile